NC1=C2C(=NC=N1)N(N=C2C2=CC=C(C=C2)OC2=CC=CC=C2)C2CCN(CC2)C2C[C@@H]1C(CNC1)=C2 (3ar,6as)-5-(4-(4-amino-3-(4-phenoxyphenyl)-1H-pyrazolo[3,4-d]pyrimidin-1-yl)piperidin-1-yl)hexahydrocyclopenta[c]pyrrole